5-fluoro-6-methyl-3-(4,4,5,5-tetramethyl-1,3,2-dioxaborolan-2-yl)-1-tosyl-1H-pyrrolo[2,3-b]pyridine FC=1C=C2C(=NC1C)N(C=C2B2OC(C(O2)(C)C)(C)C)S(=O)(=O)C2=CC=C(C)C=C2